N-(2-methoxyethyl)-2,5-dimethyl-4-[6-{[1-(propan-2-yl)-1H-pyrazolo[4,3-c]pyridin-6-yl]amino}-2-(pyrrolidin-1-yl)pyrimidin-4-yl]piperazine-1-carboxamide COCCNC(=O)N1C(CN(C(C1)C)C1=NC(=NC(=C1)NC1=CC2=C(C=N1)C=NN2C(C)C)N2CCCC2)C